1,3-dibromo-2,3-dihydro-1H-indene BrC1CC(C2=CC=CC=C12)Br